C1(=CC=CC2=CC=CC=C12)C=1C=2C=CC(=CC3=CC=C(N3)C(=C3C=CC(C(=C4C=CC1N4)C4=CC=CC1=CC=CC=C41)=N3)C3=CC=CC4=CC=CC=C34)N2 10,15,20-trinaphthylporphyrin